COC1=CC=C(C=C1)[C@H](C)N1C(CCC1)=O 1-[(S)-1-(4-methoxy-phenyl)-ethyl]-pyrrolidin-2-one